OC(C)CC(CCCCCCCCCCCC)OCC(=O)C1=CC=CC=C1 2-hydroxy-4-hexadecyloxyacetophenone